N=1C=CN2C1C=C(C=C2)C2=CN=CC1=C2SCCN1S(=O)(=O)C1=C(C#N)C=CC=C1 8-(imidazolo[1,2-a]pyridin-7-yl)-2,3-dihydro-4H-pyrido[4,3-b][1,4]thiazine-4-(Sulfonyl)benzonitrile